ClC=1C=C2C(=NC=NC2=C(C1C1=C(C=CC=C1O)F)F)N1CCN(CC1)C(C=C)=O (R)-1-[4-[6-chloro-8-fluoro-7-(2-fluoro-6-hydroxyphenyl)-4-quinazolinyl]-1-piperazinyl]-2-propen-1-one